C(C)(=O)C1=C(C=C(C=C1F)F)NC(C1=C(C=CC(=C1)C#N)Cl)=O N-(2-acetyl-3,5-difluoro-phenyl)-2-chloro-5-cyanobenzamide